acryloxypentyldimethylmethoxysilane C(C=C)(=O)OCCCCC[Si](OC)(C)C